4-chloro-N-((1S,2R)-2-(6-fluoro-2-methyl-3-(pyrimidin-5-yl)phenyl)-1-(5-oxo-4,5-dihydro-1,3,4-oxadiazol-2-yl)propyl)-2-methoxybenzenesulfonamide ClC1=CC(=C(C=C1)S(=O)(=O)N[C@@H]([C@H](C)C1=C(C(=CC=C1F)C=1C=NC=NC1)C)C=1OC(NN1)=O)OC